S1C2=C(C=C1CN1CCC3=CC(=CC=C13)NC(CC(C)(C)C)=O)C=CC=C2 N-(1-Benzo[b]thiophen-2-ylmethyl-2,3-dihydro-1H-indol-5-yl)-3,3-dimethylbutyramide